NC=1C(=CC2=CC3=C(OC(O3)(C)C3=C(C=CC=C3)Cl)C=C2C1)C(C)(C)O 2-(7-amino-2-(2-chlorophenyl)-2-methyl-naphtho[2,3-d][1,3]dioxolan-6-yl)propan-2-ol